BrC1=C2CN(C(C2=CC=C1CN1CCCCC1)=O)C1C(NC(CC1)=O)=O 1-((4-Bromo-2-(2,6-dioxopiperidin-3-yl)-1-oxoisoindoline-5-yl)methyl)piperidine